benzyl (2S)-2-[(2S)-2-[(2S)-2-[(tert-butoxycarbonyl)amino]-4-methylpentanamido]-6-{[(9H-fluoren-9-ylmethoxy)carbonyl]amino}hexanamido]-3-hydroxypropanoate C(C)(C)(C)OC(=O)N[C@H](C(=O)N[C@H](C(=O)N[C@H](C(=O)OCC1=CC=CC=C1)CO)CCCCNC(=O)OCC1C2=CC=CC=C2C=2C=CC=CC12)CC(C)C